NC=1C(=NC=NC1Cl)NC=1C=C(C=CC1N1CCN(CC1)C)C1=CC=C(C=C1)NC(=O)C1CCOCC1 N-(3'-((5-amino-6-chloropyrimidin-4-yl)amino)-4'-(4-methylpiperazin-1-yl)-[1,1'-biphenyl]-4-yl)tetrahydro-2H-pyran-4-carboxamide